Azocytosine C1=CN(C(=O)N=C1N)N=NN2C=CC(=NC2=O)N